tetrachloro-o-benzoquinone C1(=C(C(=O)C(=O)C(=C1Cl)Cl)Cl)Cl